4-bromo-6-methyl-2-(1H-tetrazol-5-yl)-1-((2-(trimethylsilyl)ethoxy)methyl)-1H-pyrrolo[2,3-c]pyridin-7(6H)-one BrC=1C2=C(C(N(C1)C)=O)N(C(=C2)C2=NN=NN2)COCC[Si](C)(C)C